C(C(C)C)(=O)[O-] Isobutanoat